6-bromo-2-(chloromethyl)-1H-indole-1-carboxylic acid tert-butyl ester C(C)(C)(C)OC(=O)N1C(=CC2=CC=C(C=C12)Br)CCl